N1=C(C=CC=C1)C(=O)[O-].[Na+] sodium picolate